4-(tert-butyl)benzylamine C(C)(C)(C)C1=CC=C(CN)C=C1